[K].[K].S1C(=NN=C1S)S 1,3,4-thiadiazole-2,5-dithiol dipotassium salt